5-hydroxy-6-(hydroxymethyl)-3-methoxy-N-methyltetrahydro-2H-pyran-2-carboxamide OC1CC(C(OC1CO)C(=O)NC)OC